4-(3-bromophenyl)-4-ethyl-7,7-dimethyl-2,4,6,7,8,9-hexahydro-5H-pyrazolo[3,4-b]quinolin-5-one BrC=1C=C(C=CC1)C1(C=2C(NC=3CC(CC(C13)=O)(C)C)=NNC2)CC